C12N(CCC2C1)C(=O)O.FC1=CC(=C(OC=2N=NC(=CC2C(=O)NC2=CC=C(C=C2)SC)C(F)(F)F)C=C1)C 3-(4-fluoro-2-methylphenoxy)-N-(4-(methylsulfanyl)phenyl)-6-(trifluoromethyl)pyridazine-4-carboxamide 2-azabicyclo[3.1.0]hexane-2-carboxylate